(+)-[3-[4-[(1R,5S)-8-Oxa-3-azabicyclo[3.2.1]octan-3-yl]phenyl]azetidin-1-yl]-[3-(1H-pyrazol-5-yl)pyrrolidin-1-yl]methanone [C@H]12CN(C[C@H](CC1)O2)C2=CC=C(C=C2)C2CN(C2)C(=O)N2CC(CC2)C2=CC=NN2